CC1C(CCC(C1)CC1CCCCC1)CC1CCCCC1 (2-methylcyclohexane-1,4-diyl)bis(methylene)dicyclohexane